1-isopropyl-3-methylcyclopentadiene C(C)(C)C1=CC(=CC1)C